C(CCCCCCCCCCC)SCCC[Si](OC)(OC)OC 3-laurylthiopropyl-trimethoxysilane